C1(CC1)C=1C=C(C=C2C(=NC=NC12)N[C@@H](C)C1=NC(=NN1C=1N=CC(=NC1)C(=O)N)C)C(F)F 5-[5-[(1S)-1-[[8-cyclopropyl-6-(difluoromethyl)quinazolin-4-yl]amino]ethyl]-3-methyl-1,2,4-triazol-1-yl]pyrazine-2-carboxamide